(1R,2S)-1-cyclopentyl-1-phenylpropan-2-yl (3-hydroxy-4-methoxypicolinoyl)-L-alaninate OC=1C(=NC=CC1OC)C(=O)N[C@@H](C)C(=O)O[C@H]([C@@H](C1=CC=CC=C1)C1CCCC1)C